(1S,2R,3R,5R)-3-((S)-(4-chlorophenyl)(hydroxy)methyl)-5-((E)-6-hydrazineylidene-3,6-dihydro-9H-purin-9-yl)cyclopentane-1,2-diol ClC1=CC=C(C=C1)[C@H]([C@@H]1[C@H]([C@H]([C@@H](C1)N1C=2NC=N/C(/C2N=C1)=N/N)O)O)O